ClC1=NC=C2C=C(N=C(C2=C1)NC(C)C)C(F)F 7-chloro-3-(difluoromethyl)-N-isopropyl-2,6-naphthyridin-1-amine